C(C1=CC=CC=C1)N(S(=O)(=O)C1=CC=CC=C1)C1=CC(=C(C=C1)N1CCC(CC1)OC(C)=O)C#N N-benzyl-N-(3-cyano-4-(4-acetoxypiperidin-1-yl)phenyl)benzenesulfonamide